B([O-])([O-])[O-].[Fe+2].[Na+] Sodium iron borate